2-tris(2-methoxyethoxy)silylethyl-trisiloxane COCCO[Si](CC[SiH2]O[SiH2]O[SiH3])(OCCOC)OCCOC